CCC1=C(C2=CC3=C(C(=C(N3)C=C4C(=C(C(=N4)C(=C5C=C(C(=N5)C=C1N2)C)C)CCC(=O)O)C)C)CC)C phylloporphyrin